6-chloro-3-[(2-methoxy-6-methyl-4-pyridyl)amino]-5-(methylamino)pyrazine-2-carboxamide ClC1=C(N=C(C(=N1)C(=O)N)NC1=CC(=NC(=C1)C)OC)NC